C1(CC1)/C(=C\C(C)=O)/O (E)-1-cyclopropyl-1-hydroxy-3-oxo-butene